N(=O)Cl nitrous acid, chloride